ClC1=C(C=C(C=C1)C1=CN(C(C=C1)=O)C(C)C)C[C@@H](C(=O)NC1=CC=C(C=C1)C1=NN=CN1C)NC(C(C)(F)F)=O N-[(1S)-1-[[2-chloro-5-(1-isopropyl-6-oxo-3-pyridyl)phenyl]methyl]-2-[4-(4-methyl-1,2,4-triazol-3-yl)anilino]-2-oxo-ethyl]-2,2-difluoro-propanamide